(R)-N-(1-(6,7-difluoro-4-oxo-3,4-dihydrophthalazin-1-yl)ethyl)-4-fluoro-N-methyl-1H-indole-2-carboxamide FC=1C=C2C(NN=C(C2=CC1F)[C@@H](C)N(C(=O)C=1NC2=CC=CC(=C2C1)F)C)=O